C1(=C(C=CC=C1)C1=CNC=2N=CN=C(C21)N2CCOCC2)C 4-(5-(o-Tolyl)-7H-pyrrolo[2,3-d]pyrimidin-4-yl)morpholine